(S,E)-ethyl 6-imino-2,2,3,3,5-pentamethyl-9-oxo-4,8-dioxa-7-aza-3-siladodec-10-en-12-oate N=C([C@@H](O[Si](C(C)(C)C)(C)C)C)NOC(\C=C\C(=O)OCC)=O